CC1=CC=C2C=C(C(NC2=C1)=O)C(=O)OC1=C(C(=C(C(=C1F)F)F)F)F pentafluorophenyl 7-methyl-2-oxo-1,2-dihydroquinoline-3-carboxylate